O=C1C(CC2=CC=CC=C12)(C(=O)OCC)CCC ethyl 1-oxo-2-propyl-2,3-dihydro-1H-indene-2-carboxylate